C1CC2C(=O)CC1CC2=O The molecule is an alicyclic ketone that is bicyclo[2.2.2]octane carrying two oxo groups located at positions 2 and 6. It is a beta-diketone, an alicyclic ketone and a bridged compound.